C(C)S(=O)C1=CC=C(C=N1)C1=CN=CC(=N1)C(=O)N/N=C/C1=C(C=CC(=C1)OC)F (E)-6-(6-(ethylsulfinyl)pyridin-3-yl)-N'-(2-fluoro-5-methoxybenzylidene)pyrazine-2-carbohydrazide